2-(trimethylsilyl)ethyl (3R)-3-hydroxypyrrolidine-1-carboxylate O[C@H]1CN(CC1)C(=O)OCC[Si](C)(C)C